7-(4-chlorophenyl)-1,2-diphenylnaphthalene ClC1=CC=C(C=C1)C1=CC=C2C=CC(=C(C2=C1)C1=CC=CC=C1)C1=CC=CC=C1